2-{4-[4-cyano-2-(4-methyl-1,2,4-triazol-3-yl)phenyl]-6-cyclopropylpyridin-2-yl}-1,3-benzoxazole-5-carboxylic acid methyl ester COC(=O)C=1C=CC2=C(N=C(O2)C2=NC(=CC(=C2)C2=C(C=C(C=C2)C#N)C2=NN=CN2C)C2CC2)C1